C(C1=CC=CC=C1)OC(=O)N1[C@@H](C[C@@H](C1)NC1=NC(=CC=C1)C1=C(C(=CC=C1)[N+](=O)[O-])F)C(=O)O (2S,4S)-1-benzyloxycarbonyl-4-[[6-(2-fluoro-3-nitro-phenyl)-2-pyridyl]amino]pyrrolidine-2-carboxylic acid